ClC=1C(=NC(=NC1)NC1=CC(=C(C=C1OC)C1CCN(CC1)C(=O)OC(C)(C)C)C)NC1=C(C=CC=C1)S(=O)(=O)C(C)C tert-Butyl 4-(4-((5-chloro-4-((2-(isopropylsulfonyl)phenyl)amino)pyrimidin-2-yl)amino)-5-methoxy-2-methylphenyl)piperidine-1-carboxylate